7-[4-(2-amino-2-oxoethoxy)-3-methoxyphenyl]-3-(3-fluorophenyl)-5-oxo-4,5,6,7-tetrahydrothieno[3,2-b]pyridine-2-carboxylic acid NC(COC1=C(C=C(C=C1)C1C2=C(NC(C1)=O)C(=C(S2)C(=O)O)C2=CC(=CC=C2)F)OC)=O